N-(1-(4-(tert-butyl)phenyl)-2-oxoCyclohexyl)-2-chloroacetamide C(C)(C)(C)C1=CC=C(C=C1)C1(C(CCCC1)=O)NC(CCl)=O